C(C)C(CC(C(=O)O)=CC1=CC=C(C=C1)OC)CCCC.C(CCCCCCC)C(=C(C(=O)O)OC)C1=CC=CC=C1 octylmethoxycinnamate (2-ethylhexyl para-methoxycinnamate)